COCCN1CC2(CN(C2)C=2C=CC=C3C=NC(=NC23)NC2CCN(CC2)S(=O)(=O)C)C1 8-(6-(2-methoxyethyl)-2,6-diazaspiro[3.3]heptan-2-yl)-N-(1-(methylsulfonyl)piperidin-4-yl)quinazolin-2-amine